(S)-6-(1-(1-acetylpiperidin-3-yl)-1H-pyrazol-4-yl)-4-((2-cyanophenyl)thio)pyrazolo[1,5-a]pyridine-3-carbonitrile C(C)(=O)N1C[C@H](CCC1)N1N=CC(=C1)C=1C=C(C=2N(C1)N=CC2C#N)SC2=C(C=CC=C2)C#N